C(C1=CC=CC=C1)OC(N=NC(=O)OCC1=CC=CC=C1)=O Benzyl-N-benzyloxycarbonyliminocarbamate